COC(C(C)OC1=NN(C(=C1Cl)I)C1=CC=CC=C1)=O 2-[(4-Chloro-5-iodo-1-phenyl-1H-pyrazol-3-yl)oxy]propionic acid methyl ester